methyl 3-(4-(((tertbutoxycarbonyl)amino)methyl)-4-methylpiperidin-1-yl)-5-chloropyrazine-2-carboxylate C(C)(C)(C)OC(=O)NCC1(CCN(CC1)C=1C(=NC=C(N1)Cl)C(=O)OC)C